CS(=O)(=O)OCCN1C(CCC1)COC1=C2C(N(C(C2=CC=C1)=O)C1C(NC(CC1)=O)=O)=O 2-[2-({[2-(2,6-dioxopiperidin-3-yl)-1,3-dioxo-2,3-dihydro-1H-isoindol-4-yl]oxy}methyl)pyrrolidin-1-yl]ethyl methanesulfonate